C(C)(C)(C)OC(=O)N[C@@H](C(=O)OC(C)(C)C)CC1=CC=C(C=C1)OC[18F] tert-Butyl (R)-2-((tert-butoxycarbonyl)amino)-3-(4-([18F]fluoromethoxy)phenyl)propanoate